C(CC)N(C=O)CCC N,N-diPropylformamide